(S)-N-((1-(4-(trifluoromethyl)phenyl)-1,2,3,4-tetrahydro-1,5-naphthyridin-3-yl)methyl)acetamide FC(C1=CC=C(C=C1)N1C[C@@H](CC2=NC=CC=C12)CNC(C)=O)(F)F